5-(2-((4-(pyrrolidin-1-ylmethyl)pyridin-2-yl)-amino)thiazolo[5,4-b]-pyridin-5-yl)pyrimidine-2-carbonitrile N1(CCCC1)CC1=CC(=NC=C1)NC=1SC2=NC(=CC=C2N1)C=1C=NC(=NC1)C#N